C[C@@H]1N(C[C@H](NC1)C)C1=NC=C(C=C1)NC1=NC=C(C(=N1)NC=1C=CC2=C(NC(O2)=O)C1)C N2-[2-(trans-2,5-dimethylpiperazino)pyridin-5-yl]-5-methyl-N4-(2-oxo-2,3-dihydro-1,3-benzoxazol-5-yl)-2,4-pyrimidinediamine